5-[(3R)-5',6'-dihydrospiro[pyrrolidine-3,4'-pyrrolo[1,2-b]pyrazol]-2'-yl]-3-(trifluoromethoxy)pyridin-2-amine hydrogen chloride Cl.N=1N2C(=CC1C=1C=C(C(=NC1)N)OC(F)(F)F)[C@]1(CC2)CNCC1